4-(trimethylammonio)butanoate C[N+](CCCC(=O)[O-])(C)C